ammonium nonanedioate C(CCCCCCCC(=O)[O-])(=O)[O-].[NH4+].[NH4+]